FC(OC=1C=C(C=CC1)C=1C=CC(=NC1)C=O)(F)F 5-(3-(trifluoromethoxy)phenyl)picolinaldehyde